NC1=CC=C(C(=C1C(=O)OC)C)[N+](=O)[O-] methyl 6-amino-2-methyl-3-nitro-benzoate